7-borabicyclo[2.2.1]Heptane C12CCC(CC1)B2